N-((1r,4R)-4-hydroxy-4-(trifluoromethyl)cyclohexyl)-4-azaspiro[2.5]Octane-7-carboxamide OC1(CCC(CC1)NC(=O)C1CCNC2(CC2)C1)C(F)(F)F